N-[(1S)-5-[(3-amino-4,6-dimethylpyridin-2-yl)amino]-2,3-dihydro-1H-inden-1-yl]acetamide NC=1C(=NC(=CC1C)C)NC=1C=C2CC[C@@H](C2=CC1)NC(C)=O